2-((2,3-bis((9Z,12Z)-octadeca-9,12-dien-1-yloxy)propyl)disulfanyl)pyridine C(CCCCCCC\C=C/C\C=C/CCCCC)OC(CSSC1=NC=CC=C1)COCCCCCCCC\C=C/C\C=C/CCCCC